ClC1=NN(C(C=2C1=CN(C(C2)=O)C2(CNCC2)C(F)(F)F)=O)C 4-chloro-2-methyl-6-[3-(trifluoromethyl)pyrrolidin-3-yl]pyrido[3,4-d]pyridazine-1,7-dione